Oxo-7-phenyl-1,4-dihydro-2H-spiro[pyrido[2,3-b]pyrazine-3,3'-pyrrolidine]-1'-carbonitrile O=C1N(CCC12CNC1=C(N2)N=CC(=C1)C1=CC=CC=C1)C#N